tert-butyl (1R,5S)-3-(7-(8-methylnaphthalen-1-yl)-2-(((S)-1-methylpyrrolidin-2-yl)methoxy)-5,6,7,8-tetrahydropyrido[3,4-d]pyrimidin-4-yl)-3,8-diazabicyclo[3.2.1]octane-8-carboxylate CC=1C=CC=C2C=CC=C(C12)N1CC=2N=C(N=C(C2CC1)N1C[C@H]2CC[C@@H](C1)N2C(=O)OC(C)(C)C)OC[C@H]2N(CCC2)C